NC1=NC=CC=C1NC(C(N1C(C2=CC=CC=C2C1)=O)C1=C(C=CC=C1)OC)=O N-(2-aminopyridin-3-yl)-2-(2-methoxyphenyl)-2-(1-oxoisoindol-2-yl)acetamide